CN(C(OC(C)(C)C)=O)CC1=C(C=C(C=C1)B1OC(C(O1)(C)C)(C)C)C tert-butyl methyl(2-methyl-4-(4,4,5,5-tetramethyl-1,3,2-dioxaborolan-2-yl)benzyl)carbamate